1-[(tert-Butyldimethylsilyl)oxy]Ethyl-piperazine-1-carboxylic acid tert-butyl ester C(C)(C)(C)OC(=O)N1C(CNCC1)C(C)O[Si](C)(C)C(C)(C)C